2-((1-(2-(4,4-dimethyl-1,4-azasilinan-1-yl)-7-methyl-4-oxo-4H-pyrido[1,2-a]pyrimidin-9-yl)ethyl)amino)benzoic acid C[Si]1(CCN(CC1)C=1N=C2N(C(C1)=O)C=C(C=C2C(C)NC2=C(C(=O)O)C=CC=C2)C)C